N-(bicyclo[1.1.1]pent-1-yl)-4-hydroxy-1-(2-morpholinoethyl)-2-oxo-6-(pyridin-4-yl)-1,2-dihydro-1,8-naphthyridine-3-carboxamide C12(CC(C1)C2)NC(=O)C=2C(N(C1=NC=C(C=C1C2O)C2=CC=NC=C2)CCN2CCOCC2)=O